FC(OC1=CC(=C(OCC(=O)N2C[C@@H]3N(C(C4=C(NC3=O)C=CC(=C4)C4=CC(=CC(=C4)C(F)(F)F)C)=O)CC2)C=C1)C)F (S)-2-(2-(4-(Difluoromethoxy)-2-methylphenoxy)acetyl)-8-(3-methyl-5-(trifluoromethyl)phenyl)-1,3,4,12a-tetrahydrobenzo[e]pyrazino[1,2-a][1,4]diazepine-6,12(2H,11H)-dione